C1(CCCCC1)C1=NN2C(N(C=C(C2=O)C(=O)N2CCCCC2)CC(=O)NC2=NC=C(C=C2)F)=C1 2-(2-Cyclohexyl-7-oxo-6-(piperidine-1-carbonyl)pyrazolo[1,5-a]pyrimidin-4(7H)-yl)-N-(5-fluoropyridin-2-yl)acetamide